N-(4-chloro-3-methylphenyl)-N-(3-(1-methyl-1H-pyrazol-3-yl)prop-2-yn-1-yl)-2-(4-methyl-6-(trifluoromethyl)pyrimidin-2-yl)-5-oxopyrazolidine-3-carboxamide ClC1=C(C=C(C=C1)N(C(=O)C1N(NC(C1)=O)C1=NC(=CC(=N1)C)C(F)(F)F)CC#CC1=NN(C=C1)C)C